C1(CC1)C#C[C@@]1(N(C(NC2=CC(=CC=C12)CN1C=NC=CC1=O)=O)CC)C(F)(F)F (S)-4-(cyclopropylethynyl)-3-ethyl-7-((6-oxopyrimidin-1(6H)-yl)methyl)-4-(trifluoromethyl)-3,4-dihydroquinazolin-2(1H)-one